CN(C)CC12CC(C1)(C2)C2=CC=C(C=C2)O 4-[1-[(dimethylamino)methyl]-3-bicyclo[1.1.1]pentanyl]phenol